5-(4-chlorophenyl)-1-methyl-7-(trifluoromethyl)-1,5-dihydro-4H-imidazo[4,5-c][1,8]Naphthyridin-4-one ClC1=CC=C(C=C1)N1C(C2=C(C=3C=CC(=NC13)C(F)(F)F)N(C=N2)C)=O